2-(4-cyclopropyl-6-methoxy-pyrimidin-5-yl)-4-ethyl-6-[[3-fluoro-4-[1-methyl-4-(trifluoromethyl)imidazol-2-yl]phenyl]methoxy]pyrimidine C1(CC1)C1=NC=NC(=C1C1=NC(=CC(=N1)CC)OCC1=CC(=C(C=C1)C=1N(C=C(N1)C(F)(F)F)C)F)OC